FC(C=1C=C(C=C(C1)C(F)(F)F)C1=NN(C=N1)\C=C/1\C(N(C(N1CC(=O)N)=O)C)=O)(F)F (Z)-2-(5-((3-(3,5-bis(trifluoromethyl)phenyl)-1H-1,2,4-triazol-1-yl)methylene)-3-methyl-2,4-dioxoimidazolin-1-yl)acetamide